tritert-butyl orthoacetate C(C)(OC(C)(C)C)(OC(C)(C)C)OC(C)(C)C